1-[5-(4-hydroxy-5-methyl-2-propyl-pyrazol-3-yl)-2-methyl-1,2,4-triazol-3-yl]-6-methyl-imidazo[1,5-a]pyrazine-3-carboxamide OC1=C(N(N=C1C)CCC)C=1N=C(N(N1)C)C=1N=C(N2C1C=NC(=C2)C)C(=O)N